[2H]C1(CN(CCOC1)C(=O)C1=CC2=C(C=N1)C(=NN2CC(F)(F)F)NC2=CC=C(C=C2)F)[2H] (6,6-dideuterio-1,4-oxazepan-4-yl)-[3-(4-fluoroanilino)-1-(2,2,2-trifluoroethyl)pyrazolo[4,3-c]pyridin-6-yl]methanone